N2-(tert-butyl)-4-imino-8-methoxyquinazoline-2,3(4H)-diamine C(C)(C)(C)NC1=NC2=C(C=CC=C2C(N1N)=N)OC